2-amino-N-[(1S)-1-{[1-carbamoyl-2-(2-oxopyrrolidin-3-yl)ethyl]carbamoyl}-2-cyclohexylethyl]-3,3-dimethylbutyramide NC(C(=O)N[C@@H](CC1CCCCC1)C(NC(CC1C(NCC1)=O)C(N)=O)=O)C(C)(C)C